N1C(=NC2=C1C=CC=C2)C2=CC(=NN2)NC(=O)C=2C=NC(=CC2)N[C@H](COC)C N-[5-(1H-benzimidazol-2-yl)-1H-pyrazol-3-yl]-6-[[(1S)-2-methoxy-1-methyl-ethyl]amino]pyridine-3-carboxamide